C[C@@H](CNC(C(F)(F)F)=O)C1=CC=C(C(=O)OC)C=C1 methyl 4-[(1R)-1-methyl-2-[(2,2,2-trifluoroacetyl)amino]ethyl]benzoate